FC1=CC=C(C(=O)N2[C@@H](C=3N(CC2)C(=NN3)C=3SC2=C(N3)C=CC(=C2)C#N)C)C=C1 (R)-2-(7-(4-Fluorobenzoyl)-8-methyl-5,6,7,8-tetrahydro-[1,2,4]triazolo[4,3-a]pyrazin-3-yl)benzo[d]thiazol-6-carbonitrile